3,3'-dithiobis(1-propanesulfonic acid) disodium salt [Na+].[Na+].C(CCSSCCCS(=O)(=O)[O-])S(=O)(=O)[O-]